(Z)-3-(4-hydroxy-3-methoxy-phenyl)-N-[2-(4-hydroxypentyl)ethyl]acrylamide 3-(((3-(diethylamino)propoxy)carbonyl)oxy)pentadecyl-8,8-bis(octyloxy)octanoate C(C)N(CCCOC(=O)OC(CCOC(CCCCCCC(OCCCCCCCC)OCCCCCCCC)=O)CCCCCCCCCCCC)CC.OC1=C(C=C(C=C1)\C=C/C(=O)NCCCCCC(C)O)OC